[Cl-].BrC1=CC=C(C=C1)N1C=[N+]2C(C3=C(C=4C=CC=CC24)C2=CC=CC=C2N3)=C1C1=CC=C(C=C1)Cl 2-(4-Bromophenyl)-1-(4-chlorophenyl)-2,13-dihydroimidazo[1,5-a]indolo[2,3-c]quinolin-4-ium chloride